C(C)(C)(C)C1N2C(C3=CC(=C(C=C3C1)C=1C=NN(C1)C(F)F)OC)=CC(C(=C2)C(=O)O)=O 6-tert-butyl-9-(1-difluoromethyl-1H-pyrazol-4-yl)-10-methoxy-2-oxo-6,7-dihydro-2H-pyrido[2,1-a]isoquinoline-3-carboxylic acid